8-chloro-N-(1-(4-nitrophenyl)cyclobutyl)imidazo[1,2-A]pyridine-3-carboxamide ClC=1C=2N(C=CC1)C(=CN2)C(=O)NC2(CCC2)C2=CC=C(C=C2)[N+](=O)[O-]